Cl.FC1=C(C(=O)N(C2CNCCC2)C2=NC=CC3=C(C=CC(=C23)C)F)C=CC=C1 2-fluoro-N-(5-fluoro-8-methylisoquinolin-1-yl)-N-(piperidin-3-yl)benzamide hydrochloride salt